tert-butyl 2-((5-chloropyridin-2-yl)methoxy)-3-(trifluoromethyl)-5,8-dihydro-1,7-naphthyridine-7(6H)-carboxylate ClC=1C=CC(=NC1)COC1=NC=2CN(CCC2C=C1C(F)(F)F)C(=O)OC(C)(C)C